2-(2-((2-methoxyethyl)sulfonamido)thiazol-4-yl)-2-methyl-N-(5-(6-(trifluoromethyl)pyrazin-2-yl)pyridin-2-yl)propanamide COCCS(=O)(=O)NC=1SC=C(N1)C(C(=O)NC1=NC=C(C=C1)C1=NC(=CN=C1)C(F)(F)F)(C)C